C1(=CC=CC=C1)N1C2=CC=C(C=C2C=2C=CC(=CC12)C#N)C=1C2=CC=CC=C2C(=C2C=CC=CC12)B1OC(C(O1)(C)C)(C)C 9-phenyl-6-(10-(4,4,5,5-tetramethyl-1,3,2-dioxaborolan-2-yl)anthracen-9-yl)-9H-carbazole-2-carbonitrile